BrC1=CN(C2=CN=C(C=C21)CC(=O)N)C2CC2 (3-bromo-1-cyclopropyl-1H-pyrrolo[2,3-c]pyridin-5-yl)acetamide